methyl 4-((2S)-1-(tert-butylsulfinyl) aziridin-2-yl)benzoate C(C)(C)(C)S(=O)N1[C@H](C1)C1=CC=C(C(=O)OC)C=C1